1,1,1,3,5,5-hexamethylhexyl-n-butyl ether CC(C(C(CC(C)(C)C)C)OCCCC)(C)C